FC1=C(O[C@H]2C[C@H]3C(CNC3)=C2)C=CC=C1 (3aS,5S,6aR)-5-(2-fluorophenoxy)hexahydrocyclopenta[c]pyrrol